2-[tert-butyl(dimethyl)silyl]oxy-N-methyl-N-[[2-methyl-4-[1-tetrahydropyran-2-yl-3-(2-triisopropylsilylethynyl)indazol-5-yl]pyrazol-3-yl]methyl]propan-1-amine [Si](C)(C)(C(C)(C)C)OC(CN(CC=1N(N=CC1C=1C=C2C(=NN(C2=CC1)C1OCCCC1)C#C[Si](C(C)C)(C(C)C)C(C)C)C)C)C